2-fluoro-5-[({2-[(9R)-9-(pyridin-2-yl)-6-oxaspiro[4.5]decan-9-yl]ethyl}amino)methyl]pyridine-3-carbonitrile FC1=NC=C(C=C1C#N)CNCC[C@]1(CCOC2(CCCC2)C1)C1=NC=CC=C1